C[C@]12OC[C@](CC1)(C2)C=2N=C1N(C=CC=C1)C2 ((1S,4R)-1-methyl-2-oxabicyclo[2.2.1]heptan-4-yl)imidazo[1,2-a]pyridine